5-(ethylsulphonimidoyl)furan-2-carboxylic acid C(C)S(=O)(=N)C1=CC=C(O1)C(=O)O